C(CCC)OC(N[C@H]1C[C@@H]([C@H](C1)CO)O)=O Butyl-N-[(1R,3S,4R)-3-hydroxy-4-(hydroxymethyl)cyclopentyl]-carbamate